N[C@@H]([C@@H](O)C)C(=O)O |r| racemic-allo-threonine